COC(C)(C)C1=CC=C(C=N1)NC(=O)C=1C(N(C=CC1)C1=C(C=CC=C1)OCC(F)(F)F)=O N-[6-(2-methoxypropan-2-yl)pyridin-3-yl]-2-oxo-1-[2-(2,2,2-trifluoroethoxy)phenyl]-1,2-dihydropyridine-3-carboxamide